5-chloro-N-(2,4-difluoro-3-(7-fluoro-3-(1H-imidazol-2-yl)-1H-indazol-6-yl)phenyl)-1-methyl-2-oxo-1,2-dihydro-pyridine-3-sulfonamide ClC=1C=C(C(N(C1)C)=O)S(=O)(=O)NC1=C(C(=C(C=C1)F)C1=CC=C2C(=NNC2=C1F)C=1NC=CN1)F